OC(C#CC1=C(C=C(C(=O)[O-])C=C1)OC)(CC)COC 4-(3-hydroxy-3-(methoxymethyl)pent-1-yn-1-yl)-3-methoxybenzoate